(2S)-2-AMINO-2-(5-FORMYL(3-PYRIDYL))ACETIC ACID N[C@H](C(=O)O)C=1C=NC=C(C1)C=O